BrC1=C(C=CC(=C1)N1C(N(C(CC1)=O)CC1=CC=C(C=C1)OC)=O)C1CCN(CC1)C(=O)OC(C)(C)C tert-butyl 4-[2-bromo-4-[3-[(4-methoxyphenyl) methyl]-2,4-dioxo-hexahydropyrimidin-1-yl]phenyl]piperidine-1-carboxylate